(3-phenylpropyl)-2-propenamide C1(=CC=CC=C1)CCCC(C(=O)N)=C